C1(CC1)C=1N=NN(C1)[C@H](C(=O)N1[C@@H](C[C@H](C1)O)C(=O)NCC1=C(N=C(O1)C(C)C)C)C(C)(C)C (2S,4r)-1-[(2S)-2-(4-cyclopropyl-triazol-1-yl)-3,3-dimethyl-butyryl]-4-hydroxy-N-[(2-isopropyl-4-methyl-oxazol-5-yl)methyl]pyrrolidine-2-carboxamide